tert-butyl (3R)-3-[[tert-butyl(diphenyl)silyl]oxymethyl]pyrrolidine-1-carboxylate [Si](C1=CC=CC=C1)(C1=CC=CC=C1)(C(C)(C)C)OC[C@H]1CN(CC1)C(=O)OC(C)(C)C